(2-{2-chloro-4-fluoro-5-[3-methyl-2,6-dioxo-4-(trifluoromethyl)-3,6-dihydropyrimidin-1(2H)-yl]phenoxy}phenoxy)acetic acid 1-cyanoethyl ester C(#N)C(C)OC(COC1=C(C=CC=C1)OC1=C(C=C(C(=C1)N1C(N(C(=CC1=O)C(F)(F)F)C)=O)F)Cl)=O